2-(thiophen-3-yl)pyridine S1C=C(C=C1)C1=NC=CC=C1